OB1OC2=C(C[C@@H]1NC([C@H](C1=CC=C(C=C1)P(=O)(O)O)NC(=O)N1C(NCC1)=O)=O)C=CC=C2C(=O)O (R)-2-hydroxy-3-((S)-2-(2-oxoimidazolidine-1-carboxamido)-2-(4-phosphonophenyl)acetamido)-3,4-dihydro-2H-benzo[e][1,2]oxaborinine-8-carboxylic acid